N1C=C(C(=C1)O)O (3R,4R)-pyrrole-3,4-diol